The molecule is a sesquiterpenoid obtained by formal condensation of the carboxy group of aristolochic acid with the hydroxy group of (1R,2Z,6E,10E)-3-formyl-7,11-dimethylcyclododeca-2,6,10-trien-1-ol. It has a role as a plant metabolite. It is an aromatic ester, an organic heterotetracyclic compound, a C-nitro compound, a cyclic acetal, an aromatic ether, an enal, a macrocycle and a sesquiterpenoid. It derives from an aristolochic acid. C/C/1=C\\CC/C(=C/[C@@H](C/C(=C/CC1)/C)OC(=O)C2=CC3=C(C4=C5C=CC=C(C5=CC(=C24)[N+](=O)[O-])OC)OCO3)/C=O